Tert-butyl (2S)-2-({(1S)-1-cyano-2-[4-(3,7-dimethyl-2-oxo-2,3-dihydro-1,3-benzoxazol-5-yl) phenyl] ethyl} carbamoyl)-1,4-oxaazepane-4-carboxylate C(#N)[C@H](CC1=CC=C(C=C1)C=1C=C(C2=C(N(C(O2)=O)C)C1)C)NC(=O)[C@H]1OCCCN(C1)C(=O)OC(C)(C)C